4-(4-(6-(1-methyl-1H-pyrazol-4-yl)pyrazolo[1,5-a]pyrazin-4-yl)benzyl)-3-oxopiperazine-1-carboxylic acid tert-butyl ester C(C)(C)(C)OC(=O)N1CC(N(CC1)CC1=CC=C(C=C1)C=1C=2N(C=C(N1)C=1C=NN(C1)C)N=CC2)=O